2-(((3R,5R)-1-(1,6-dimethyl-5-nitro-1H-benzo[d]imidazol-2-yl)-5-fluoropiperidin-3-yl)amino)-4-vinylpyrimidine-5-carbonitrile CN1C(=NC2=C1C=C(C(=C2)[N+](=O)[O-])C)N2C[C@@H](C[C@H](C2)F)NC2=NC=C(C(=N2)C=C)C#N